ClC1=CN=CN1 5-(Chloro)-1H-imidazol